2-methoxy-4-[6-[3-(trifluoro-methoxy)phenyl]imidazo[1,2-b]pyridazin-3-yl]phenol COC1=C(C=CC(=C1)C1=CN=C2N1N=C(C=C2)C2=CC(=CC=C2)OC(F)(F)F)O